FC(C(=O)O)(F)F.FC(C(=O)O)(F)F.N1N=CC(=C1)NC1=NC(=NC2=CC=C(C(=C12)OCC)F)C=1C=C(OCC(=O)NC(C)(C)C)C=CC1 2-(3-(4-((1H-Pyrazol-4-yl)amino)-5-ethoxy-6-fluoroquinazolin-2-yl)phenoxy)-N-(tert-butyl)acetamide BisTrifluoroacetic Acid Salt